tert-butyl 4-(((S)-1-((2S,4R)-4-hydroxy-2-(((S)-1-(4-(4-methylthiazol-5-yl)phenyl)ethyl)carbamoyl)pyrrolidin-1-yl)-3,3-dimethyl-1-oxobutan-2-yl)carbamoyl)piperidine-1-carboxylate O[C@@H]1C[C@H](N(C1)C([C@H](C(C)(C)C)NC(=O)C1CCN(CC1)C(=O)OC(C)(C)C)=O)C(N[C@@H](C)C1=CC=C(C=C1)C1=C(N=CS1)C)=O